FC=1C=C(C=CC1F)C1=CC(=C(C=C1)O)NC(=O)C1=CC=C(C=C1)O 2-({3',4'-difluoro-4-hydroxy-[1,1'-biphenyl]-3-yl}carbamoyl)-5-hydroxybenzene